(3E)-1-iodo-12,12-dibutoxy-3-dodecene ICC\C=C\CCCCCCCC(OCCCC)OCCCC